O=C1N(CC2=CC=C(C=C12)C#CC=1C=NC=CC1)[C@@H](C(=O)NC=1SC=CN1)C1=CC=CC=C1 |r| (2RS)-2-[1-Oxo-6-[2-(3-pyridyl)ethynyl]isoindolin-2-yl]-2-phenyl-N-thiazol-2-yl-acetamid